BrC1=CC2=C(N=C(N=C2C)C=2C(=NC=NC2OC)C2CC2)N(C1=O)CC1=CC=C(C=C1)C=1N(C=C(N1)C(F)(F)F)C1CC1 6-bromo-8-({4-[1-cyclopropyl-4-(trifluoromethyl)imidazol-2-yl]phenyl}methyl)-2-(4-cyclopropyl-6-methoxypyrimidin-5-yl)-4-methylpyrido[2,3-d]pyrimidin-7-one